C(C1=CC=CC=C1)OC(=O)N[C@@H]1[C@@H](CN(CC1)C(=O)OC(C)(C)C)C tert-butyl (3R,4S)-4-(((benzyloxy) carbonyl) amino)-3-methylpiperidine-1-carboxylate